benzyl-4-methoxy-phenylmethylsulfonium C(C1=CC=CC=C1)[SH+]CC1=CC=C(C=C1)OC